(D)-methionine N[C@H](CCSC)C(=O)O